OC1(CC1)C1=NN(C=N1)C1CC2(CN(C2)C(=O)N2CC3(C2)CC(C3)CC=3C=CC(=C(C#N)C3)C(F)(F)F)C1 5-[[2-[6-[3-(1-hydroxycyclopropyl)-1,2,4-triazol-1-yl]-2-azaspiro[3.3]heptane-2-carbonyl]-2-azaspiro[3.3]heptan-6-yl]methyl]-2-(trifluoromethyl)benzonitrile